4-(2-(pyrrolidin-1-yl)-4-(trifluoromethyl)benzyl)piperazine-1-carboxylic acid 1,1,1,3,3,3-hexafluoropropane-2-yl ester FC(C(C(F)(F)F)OC(=O)N1CCN(CC1)CC1=C(C=C(C=C1)C(F)(F)F)N1CCCC1)(F)F